3-[3-[4,5-dihydroxy-6-methyl-3-(3,4,5-trihydroxy-6-methyloxan-2-yl)oxyoxan-2-yl]oxydecanoyloxy]decanoic acid OC1C(C(OC(C1O)C)OC(CC(=O)OC(CC(=O)O)CCCCCCC)CCCCCCC)OC1OC(C(C(C1O)O)O)C